tert-butyl 4-[1-[4-[4-[(2,6-dioxo-3-piperidyl)amino]-2,6-difluoro-phenyl]piperazin-1-yl]-1-methyl-ethyl]piperidine-1-carboxylate O=C1NC(CCC1NC1=CC(=C(C(=C1)F)N1CCN(CC1)C(C)(C)C1CCN(CC1)C(=O)OC(C)(C)C)F)=O